C(C1=CC=CC=C1)OC1=CC=C2C(=CC=NC2=C1)Cl 7-(benzyloxy)-4-chloroquinoline